5-Bromo-2-(trifluoromethyl)pyridine-4-carbaldehyde BrC=1C(=CC(=NC1)C(F)(F)F)C=O